1'-(2-(2,6-dioxopiperidin-3-yl)-6-fluoro-1,3-dioxoisoindolin-5-yl)-[1,4'-bipiperidine]-4-carbaldehyde O=C1NC(CCC1N1C(C2=CC(=C(C=C2C1=O)N1CCC(CC1)N1CCC(CC1)C=O)F)=O)=O